C1(CC1)C1=NNC(=C1)NC1=CC2=C(C(=NO2)NS(=O)(=O)C2=C(C=C(C=C2OC)C2=NC=CC(=N2)CN(C)C)OC)C=C1OC N-{6-[(3-cyclopropyl-1H-pyrazol-5-yl)amino]-5-methoxy-1,2-benzoxazol-3-yl}-4-{4-[(dimethylamino)methyl]pyrimidin-2-yl}-2,6-dimethoxybenzene-1-sulfonamide